C(#N)/C(/C(=O)NC1=CC(=CC=C1)CO)=C(\C=1C=NOC1C)/O (Z)-2-Cyano-3-hydroxy-N-[3-(hydroxymethyl)phenyl]-3-(5-methylisoxazol-4-yl)prop-2-enamide